thiazolo[3,2-a]Pyrimidin-5-one S1C=CN2C1=NC=CC2=O